ClC1=CC=C(C=C1)C(CCNC(=O)C1CN(CCO1)C1=CC=C2C(=NNC2=C1)C(=O)NC)O 6-(2-{[3-(4-chlorophenyl)-3-hydroxypropyl]carbamoyl}morpholin-4-yl)-N-methyl-1H-indazole-3-carboxamide